C(C)NC(=O)C1S(CC(C1O)O)(=O)=O N-ethyl-3,4-dihydroxyltetrahydrothiophen-2-formamide 1,1-dioxide